C(C)(C)(C)OC(=O)NC(C(=O)O)C(C(F)(F)F)(C)C 2-((tert-butoxycarbonyl)amino)-4,4,4-trifluoro-3,3-dimethylbutanoic acid